(1R,3S)-3-(3-bromo-1-((2-(trimethylsilyl)ethoxy)methyl)-1H-pyrazol-5-yl)cyclopentyl bicyclo[1.1.1]pentan-1-ylcarbamate C12(CC(C1)C2)NC(O[C@H]2C[C@H](CC2)C2=CC(=NN2COCC[Si](C)(C)C)Br)=O